7-(5-chloro-7-(1H-pyrazol-1-yl)-4-(trifluoromethyl)benzo[d]oxazol-2-yl)-3-oxa-7,9-diazabicyclo[3.3.1]nonane ClC=1C=C(C2=C(N=C(O2)N2CC3COCC(C2)N3)C1C(F)(F)F)N1N=CC=C1